NC1=NC=CC=C1S(=O)(=O)NC(=O)C=1C(=NC(=CC1)C=1C(=NC(=CC1)OC)C)N1C(C[C@@H](C1)C)(C)C N-[(2-Amino-3-pyridyl)sulfonyl]-6-(6-methoxy-2-methyl-3-pyridyl)-2-[(4S)-2,2,4-trimethylpyrrolidin-1-yl]pyridin-3-carboxamid